NC1=CC2=C(N=C(S2)NC(=O)N2CCOCC2)C=C1 N-(6-aminobenzo[d]thiazol-2-yl)morpholine-4-carboxamide